COC1=CC=C(CN2NC=CC=C2)C=C1 2-(4-methoxybenzyl)pyridazin